1-(3-(4-fluorophenyl)-7-methyl-2-(pyridin-4-yl)quinolin-5-yl)ethan-1-amine FC1=CC=C(C=C1)C=1C(=NC2=CC(=CC(=C2C1)C(C)N)C)C1=CC=NC=C1